2,4-dichloro-5-(1,3-dioxolan-2-yl)thiazoleN ClN1SC(C(=C1)Cl)C1OCCO1